1-(pyridin-4-ylmethyl)-N-(4-(1,2,3,6-tetrahydro-[1,1'-biphenyl]-4-yl)thiazol-2-yl)-1H-pyrrole-2-carboxamide N1=CC=C(C=C1)CN1C(=CC=C1)C(=O)NC=1SC=C(N1)C=1CCC(CC1)C1=CC=CC=C1